5-methyl-2-oxo-1,3-dioxane-5-carboxylic acid pentafluorophenyl ester FC1=C(C(=C(C(=C1OC(=O)C1(COC(OC1)=O)C)F)F)F)F